9-ethyl-tetracyclo[6.2.1.13,6.02,7]dodec-4-ene C(C)C1C2C3C4C=CC(C3C(C1)C2)C4